C(C1=CC=CC=C1)OCC1=CC(=NN1)N 5-(benzyloxymethyl)-1H-pyrazol-3-amine